zirconium bis(isopropoxide) bis(methylacetoacetate) CCC(CC(=O)[O-])=O.CCC(CC(=O)[O-])=O.CC([O-])C.CC([O-])C.[Zr+4]